3-(5-Amino-6-(1,3-dimethyl-1H-pyrazol-4-yl)pyrazin-2-yl)-4-methyl-N-(1-methyl-2-oxabicyclo[2.1.1]hexan-4-yl)benzenesulfonamide trifluoroacetate salt FC(C(=O)O)(F)F.NC=1N=CC(=NC1C=1C(=NN(C1)C)C)C=1C=C(C=CC1C)S(=O)(=O)NC12COC(C1)(C2)C